tert-butyl 3-(4-hydroxybutoxy)azetidine-1-carboxylate OCCCCOC1CN(C1)C(=O)OC(C)(C)C